CC1=NN(C(=C1C)C)CC=O (3,4,5-TRIMETHYL-1H-PYRAZOL-1-YL)ACETALDEHYDE